tert-butyl 27-(2-amino-3-pentylquinolin-5-yl)-22-methyl-4,7,10,13,16,19-hexaoxa-22-azaheptacosanoate trifluoroacetate salt FC(C(=O)O)(F)F.NC1=NC2=CC=CC(=C2C=C1CCCCC)CCCCCN(CCOCCOCCOCCOCCOCCOCCC(=O)OC(C)(C)C)C